N-(2,4-difluoro-5-(2-hydroxyethoxy)benzyl)-6'-fluoro-4'-oxo-3',4'-dihydro-1'h-spiro[piperidine-4,2'-quinoline]-1-carboxamide FC1=C(CNC(=O)N2CCC3(NC4=CC=C(C=C4C(C3)=O)F)CC2)C=C(C(=C1)F)OCCO